N-(3-Fluoro-4-(2-(5-((2-methoxyethylamino)methyl)pyridin-2-yl)thieno[3,2-b]pyridin-7-yloxy)phenyl)-N-(4-fluorophenyl)cyclopropane-1,1-dicarboxamide FC=1C=C(C=CC1OC1=C2C(=NC=C1)C=C(S2)C2=NC=C(C=C2)CNCCOC)N(C(=O)C2(CC2)C(=O)N)C2=CC=C(C=C2)F